N-(2,4-difluorobenzyl)-3-(thiophen-2-yl)-1,2,4-oxadiazole-5-carboxamide FC1=C(CNC(=O)C2=NC(=NO2)C=2SC=CC2)C=CC(=C1)F